4-(1-amino-2-methyl-propyl)-hepta-1,6-diene NC(C(C)C)C(CC=C)CC=C